6-tert-butyl-8-fluoro-2,3-dimethylquinolin-4-yl-acetate C(C)(C)(C)C=1C=C2C(=C(C(=NC2=C(C1)F)C)C)CC(=O)[O-]